ClC=1C(=C(C=CC1F)N(C(=O)[C@H]1N(C(N(C1)CC1CN(CCO1)C(=O)OC(C)(C)C)=O)C1=NC(=CC(=C1)C(F)(F)F)C)C)F tert-butyl 2-(((S)-4-((3-chloro-2,4-difluorophenyl)(methyl)carbamoyl)-3-(6-methyl-4-(trifluoromethyl)pyridin-2-yl)-2-oxoimidazolidin-1-yl)methyl)morpholine-4-carboxylate